C(C)(C)(C)OC(=O)NCCN1C(=CC(=C1)C1=NC(=NC=C1Cl)NC1CCOCC1)C(=O)[O-] 1-(2-((tert-butoxycarbonyl)amino)ethyl)-4-(5-chloro-2-((tetrahydro-2H-pyran-4-yl)amino)pyrimidin-4-yl)-1H-pyrrole-2-carboxylate